C(#N)C1=C(C=C(OC2CCC(CC2)NC(OC(C)(C)C)=O)C=C1)C1CC1 tert-butyl ((1r,4r)-4-(4-cyano-3-cyclopropylphenoxy)cyclohexyl)carbamate